FC=1C=C(C=C(C1OC)OC)CC[C@@H](O)C=1C=C(OCC(=O)OC(C)(C)C)C=CC1 tert-butyl (R)-2-(3-(3-(3-fluoro-4,5-dimethoxyphenyl)-1-hydroxypropyl)phenoxy)acetate